C(\C=C/CC\C=C\CC)CC(=O)O.C(C)(=O)OC=CC=CCCCCC Nonadienyl Acetate ((2Z,6E)-2,6-nonadien-1-yl acetate)